(S)-6,8-dibromo-N-((4-chloro-3-nitrophenyl)sulfonyl)-2-(4-cyanobenzyl)-7-((4-nitrobenzyl)oxy)-1,2,3,4-tetrahydroisoquinoline-3-carboxamide BrC=1C=C2C[C@H](N(CC2=C(C1OCC1=CC=C(C=C1)[N+](=O)[O-])Br)CC1=CC=C(C=C1)C#N)C(=O)NS(=O)(=O)C1=CC(=C(C=C1)Cl)[N+](=O)[O-]